NC1=NC=C(C2=C1C=NN2)NC(C(=O)N2[C@H](CN([C@@H](C2)C)C(C(C)(C)C)=O)C2=CC=CC=C2)=O N-(4-amino-1H-pyrazolo[4,3-c]pyridin-7-yl)-2-((2S,5R)-5-methyl-2-phenyl-4-pivaloylpiperazin-1-yl)-2-oxoacetamide